Benzyl-(phenyl)(2-(pyridin-4-yl)ethyl)phosphorus oxide C(C1=CC=CC=C1)P(CCC1=CC=NC=C1)(C1=CC=CC=C1)=O